1,2-bis(stearylamino)ethane C(CCCCCCCCCCCCCCCCC)NCCNCCCCCCCCCCCCCCCCCC